NC1=NC(=CC(=N1)N1CCC2(C[C@H](NC2)C(=O)O)CC1)O[C@@H](C(F)(F)F)C1=CC=C(C=C1)C1=CC=C(C=C1)CCCC (S)-8-(2-amino-6-((R)-1-(4'-butyl-[1,1'-biphenyl]-4-yl)-2,2,2-trifluoroethoxy)pyrimidin-4-yl)-2,8-diazaspiro[4.5]decane-3-carboxylic acid